C(C)(C)(C)OC(NC1=C(C(=C(C=C1)C(F)(F)F)Cl)C(=O)C1=NC(=CC=C1F)OC)=O N-[3-chloro-2-(3-fluoro-6-methoxy-pyridine-2-carbonyl)-4-(trifluoromethyl)phenyl]carbamic acid tert-butyl ester